CN(C)CCCN=C=N 3-(dimethylaminopropyl)carbodiimide